4-(vinylsulfonyl)-aniline C(=C)S(=O)(=O)C1=CC=C(N)C=C1